(R)-3-carbonyl-4-(2,4,5-trifluorophenyl)-butyrate C(=O)=C(CC(=O)[O-])CC1=C(C=C(C(=C1)F)F)F